ClC1=NC(=C(C=2N=C(NC(C21)=O)SC)F)Cl 5,7-dichloro-8-fluoro-2-(methylthio)pyrido[4,3-d]Pyrimidine-4(3H)-one